COC1=CC=C(C=N1)C(CC(=O)O)C=1SC=C(N1)CCCCC1=NC=2NCCCC2C=C1 3-(6-methoxypyridin-3-yl)-3-(4-(4-(5,6,7,8-tetrahydro-1,8-naphthyridin-2-yl)butyl)thiazol-2-yl)propionic acid